4-bromo-4'-octyl-1,1'-biphenyl BrC1=CC=C(C=C1)C1=CC=C(C=C1)CCCCCCCC